C(#C)C=1C=CC=C2C=CC=C(C12)C1=C(C=2N=C(N=C(C2C=N1)N1CCNCC1)OCC1N(CCC1)C)F 7-(8-ethynylnaphthalen-1-yl)-8-fluoro-2-((1-methylpyrrolidin-2-yl)methoxy)-4-(piperazin-1-yl)pyrido[4,3-d]pyrimidine